Octan-1,8-diamin C(CCCCCCCN)N